(2-(1-(3-hydroxypropyl)-2,3-dihydro-1H-pyrrolo[1,2,3-de]quinoxalin-5-yl)-7-methoxy-1-(prop-2-yn-1-yl)-1H-benzo[d]imidazol-5-yl)methanone OCCCN1CCN2C=3C(=CC=CC13)C=C2C2=NC1=C(N2CC#C)C(=CC(=C1)C=O)OC